CC1=C(C(=CC=C1)C)N1CCC(CC1)N1C(N(C=2C(C1)=CN(N2)C)CC2=C(C=CC=C2)C(F)(F)F)=O 5-[1-(2,6-Dimethyl-phenyl)-piperidin-4-yl]-2-methyl-7-(2-trifluoromethylbenzyl)-2,4,5,7-tetrahydro-pyrazolo[3,4-d]pyrimidin-6-one